4-bromo-6-chloro-pyridine-2-carbaldehyde BrC1=CC(=NC(=C1)Cl)C=O